FC=1C=C(CC2=NN=C(S2)NC(N(C[C@H](C)O)CC)=S)C=C(C1)F (S)-3-(5-(3,5-difluorobenzyl)-1,3,4-thiadiazol-2-yl)-1-ethyl-1-(2-hydroxypropyl)thiourea